The molecule is an organic cation obtained by protonation of the five amino groups of caldopentamine. It has a role as a marine metabolite. It is an ammonium ion derivative and an organic cation. It is a conjugate acid of a caldopentamine(4+). C(C[NH3+])C[NH2+]CCC[NH2+]CCC[NH2+]CCC[NH3+]